tert-butyl 3-((4-(tert-butoxycarbonyl)-6-(methylcarbamoyl) pyridin-2-yl) methyl)-1H-indole-1-carboxylate C(C)(C)(C)OC(=O)C1=CC(=NC(=C1)C(NC)=O)CC1=CN(C2=CC=CC=C12)C(=O)OC(C)(C)C